7-[4-(2-Fluoro-ethyl)-piperidin-1-yl]-2-p-tolyl-imidazo[1,2-a]pyridine FCCC1CCN(CC1)C1=CC=2N(C=C1)C=C(N2)C2=CC=C(C=C2)C